heptan-6-yl-[8-fluoro-4-piperazin-1-yl-quinazolin-7-yl]-1,3-benzothiazol-2-amine CCCCCC(C)C=1C=CC2=C(N=C(S2)N)C1C1=CC=C2C(=NC=NC2=C1F)N1CCNCC1